CC=1C(NC(N(C1)[C@@H]1O[C@@]([C@H](C1)F)(CO)F)=O)=O |r| 5-methyl-1-[rac-(2R,4S,5S)-4,5-difluoro-5-(hydroxymethyl)tetrahydrofuran-2-yl]pyrimidine-2,4-dione